ClC1=CC=C(C=C1)C1=NN(C(C=C1)=O)CC(=O)NC1=C(C=CC(=C1)OC)OC 2-(3-(4-chlorophenyl)-6-oxopyridazin-1(6H)-yl)-N-(2,5-dimethoxyphenyl)acetamide